C(C)C1=C(C(=C2N(C(CN(S2(=O)=O)C2CCC(CC2)O)C(=O)OC)C1=O)C1=CC(=CC=C1)C(F)(F)F)CC1=CC=CC2=CC=CC=C12 Methyl 7-ethyl-2-((1s,4s)-4-hydroxycyclohexyl)-8-(naphthalen-1-ylmethyl)-6-oxo-9-(3-(trifluoromethyl)phenyl)-3,4-dihydro-2H,6H-pyrido[1,2-e][1,2,5]thiadiazine-4-carboxylate 1,1-dioxide